5-(4-((2-(3-ethylureido)oxazol-5-yl)methyl)piperazin-1-yl)-N,6-dimethylpicolinamide C(C)NC(NC=1OC(=CN1)CN1CCN(CC1)C=1C=CC(=NC1C)C(=O)NC)=O